C(C1CO1)N1C(=O)N(C(=O)C1CC1=CC=C(C=C1)O)CC1CO1 1,3-diglycidyl-5-(4-hydroxybenzyl)hydantoin